FCCCCCCCCCCCS(=O)(=O)OCCCCCCCCCCCCCCC pentadecyl fluoroundecyl-sulfonate